(1R,4S)-Cyclopent-2-en C1C=CCC1